2-hydroxyphenylalanine OC1=C(C[C@H](N)C(=O)O)C=CC=C1